(1-(6,7-Dimethoxyquinolin-4-yl)piperidin-4-yl)methanol COC=1C=C2C(=CC=NC2=CC1OC)N1CCC(CC1)CO